2,5-difluoro-4-(3-oxo-5,6-dihydro-3H-[1,2,4]triazolo[3,4-c][1,4]oxazin-2(8H)-yl)benzoic acid tert-butyl ester C(C)(C)(C)OC(C1=C(C=C(C(=C1)F)N1N=C2COCCN2C1=O)F)=O